Cl(=O)O.Cl Hydrochloric acid Chlorite